(4-(1-(5-(2-((5-bromo-2,3-dihydro-1H-inden-2-yl)amino)pyrimidine-5-yl)-1,3,4-oxadiazol-2-yl)pyrrolidin-3-yl)-1H-1,2,3-triazol-1-yl)methyl pivalate C(C(C)(C)C)(=O)OCN1N=NC(=C1)C1CN(CC1)C=1OC(=NN1)C=1C=NC(=NC1)NC1CC2=CC=C(C=C2C1)Br